(3S)-3-[2-cyclopentylethyl-[(2S)-2-cyclopentyl-2-[9H-fluoren-9-ylmethoxycarbonyl(methyl)amino]acetyl]amino]-4-morpholino-4-oxo-butanoic acid C1(CCCC1)CCN([C@@H](CC(=O)O)C(=O)N1CCOCC1)C([C@@H](N(C)C(=O)OCC1C2=CC=CC=C2C=2C=CC=CC12)C1CCCC1)=O